C(C(CN)N)N propane-1,2,3-triamine